C(C)C1=CC=C(C=C1)CC/C=C/C1=C(C=C2CCC(C2=C1)=O)F (E)-6-(4-(4-ethylphenyl)but-1-en-1-yl)-5-fluoro-2,3-dihydro-1H-inden-1-one